(3r,4r)-4-(hydroxymethyl)-3-(((S)-1-phenylethyl)amino)piperidine-1-carboxylic acid tert-butyl ester C(C)(C)(C)OC(=O)N1C[C@@H]([C@@H](CC1)CO)N[C@@H](C)C1=CC=CC=C1